C(C)(C)C1=CC=C(C(=N1)OC)C1=CN=C2SC(=NN21)N2C[C@H]1[C@@H](C2)[C@@H](CCO1)N (4r,4as,7ar)-6-(5-(6-isopropyl-2-methoxypyridin-3-yl)imidazo[2,1-b][1,3,4]thiadiazol-2-yl)octahydropyrano[2,3-c]pyrrol-4-amine